C1(CCCCC1)N(C(C=C)=O)C1CCCCC1 N,N-dicyclohexylacrylamide